NC1=NC(=C2N=CN(C2=N1)CC1=C(C=C(C=C1)N)F)C1=CC=CC(=N1)C#N 6-[2-amino-9-[(4-amino-2-fluorophenyl)methyl]purin-6-yl]pyridine-2-carbonitrile